(S)-1,2-dimethyl-4-(4-(4,4,5,5-tetramethyl-1,3,2-dioxaborolan-2-yl)phenyl)piperazine CN1[C@H](CN(CC1)C1=CC=C(C=C1)B1OC(C(O1)(C)C)(C)C)C